5-hydroxy-6-((4-(4-((4-(morpholinomethyl)phenyl)ethynyl)phenyl)-2-oxoimidazoline-1-yl)methyl)pyrimidin-4(3H)-one OC=1C(NC=NC1CN1C(NC(C1)C1=CC=C(C=C1)C#CC1=CC=C(C=C1)CN1CCOCC1)=O)=O